2-(5-((1-(tert-butyl)-3-((1S,3R)-3-((((S)-sec-butyl)carbamoyl)oxy)cyclopentyl)-1H-pyrazol-5-yl)amino)pyrazin-2-yl)ethyl acetate C(C)(=O)OCCC1=NC=C(N=C1)NC1=CC(=NN1C(C)(C)C)[C@@H]1C[C@@H](CC1)OC(N[C@@H](C)CC)=O